2-carboxyethylgermanium (IV) C(=O)(O)CC[Ge+3]